N-[(1S)-4-(6-bromo-7-fluoro-1-oxo-2-isoquinolinyl)-1-methyl-3-oxo-butyl]carbamic acid tert-butyl ester C(C)(C)(C)OC(N[C@H](CC(CN1C(C2=CC(=C(C=C2C=C1)Br)F)=O)=O)C)=O